2-(8-Methyl-4-oxothiochroman-3-yl)-2-oxoacetic acid ethyl ester C(C)OC(C(=O)C1CSC2=C(C=CC=C2C1=O)C)=O